N-(4-amino-1-(3-fluorophenyl)-3,4-dioxobutan-2-yl)-4-(2-fluorophenyl)-2-methyloxazole-5-carboxamide NC(C(C(CC1=CC(=CC=C1)F)NC(=O)C1=C(N=C(O1)C)C1=C(C=CC=C1)F)=O)=O